CS(=NC(C(F)(F)F)=O)=O (methyl)oxo-lambda6-Sulfanylidene-2,2,2-trifluoroacetamide